tetracyanoborate C(#N)[B-](C#N)(C#N)C#N